N1N=CC2=C(C=CC=C12)[C@@H](C)NC1=NN=C(C=2C=C3C(=CC12)N(C(N3C)=O)C)C 5-[[(1R)-1-(1H-indazol-4-yl)ethyl]amino]-1,3,8-trimethyl-imidazo[4,5-g]phthalazin-2-one